C=C(CC)CCCC(C)(O)C 3-Methylen-7-methyloctan-7-ol